(1s,5r,6s)-6-(hydroxymethyl)-3-azabicyclo[3.1.0]hexane-3-carboxylic acid tert-butyl ester C(C)(C)(C)OC(=O)N1C[C@@H]2C([C@@H]2C1)CO